(3R,4S)-4-ethylpyrrolidine C(C)[C@H]1CCNC1